C(C)OC1=C(C=CC(=C1F)F)[C@@H]1[C@H](O[C@]([C@H]1C)(C(F)(F)F)C)C(=O)NC1=CC(=NC=C1)C(=O)N 4-((2S,3R,4S,5R)-3-(2-ethoxy-3,4-difluorophenyl)-4,5-dimethyl-5-(trifluoromethyl)tetrahydrofuran-2-carboxamido)picolinamide